((1R,4R,5S)-5-((5-cyclopropyl-3-(2,6-dichlorophenyl)isoxazol-4-yl)methoxy)-2-azabicyclo[2.2.1]heptane-2-yl)-4-fluorobenzo[d]thiazole-6-carboxylic acid C1(CC1)C1=C(C(=NO1)C1=C(C=CC=C1Cl)Cl)CO[C@@H]1[C@H]2CN([C@@H](C1)C2)C=2SC1=C(N2)C(=CC(=C1)C(=O)O)F